C1OCC12CCC(CC2)NC2=NC(=NC=C2C(=O)OCC)Cl ethyl 4-((2-oxaspiro[3.5]non-7-yl) amino)-2-chloropyrimidine-5-carboxylate